FC(C1=NC=CC(=C1)C1CNCCO1)(F)F 2-(2-(trifluoro-methyl)pyridin-4-yl)-morpholine